(6R)-12-cyclopropyl-17-(ethylamino)-6,15-bis(trifluoromethyl)-13,19-dioxa-3,4,18-triazatricyclo[12.3.1.12,5]nonadec-1(17),2,4,14(18),15-penta-en-6-ol C1(CC1)C1CCCCC[C@](C2=NN=C(C3=C(C=C(C(O1)=N3)C(F)(F)F)NCC)O2)(O)C(F)(F)F